O1[C@H](COC2=C1C=CC=C2)C2=CC=C(CNC(COC)C)C=C2 N-{4-[(2S)-2,3-dihydro-1,4-benzodioxin-2-yl]benzyl}-1-methoxypropan-2-amine